3-(2-(3-((2,4-diamino-6-ethylpyrimidin-5-yl)oxy)propoxy)phenyl)propanoic acid NC1=NC(=C(C(=N1)N)OCCCOC1=C(C=CC=C1)CCC(=O)O)CC